CNS(=O)(=O)C1=CC=C(S1)C(=O)OCC ethyl 5-(methylsulfamoyl)thiophene-2-carboxylate